2-[(1-adamantyloxy)methyl] ethylene oxide C12(CC3CC(CC(C1)C3)C2)OCC2CO2